3-fluoro-5-((6-(3-methyl-1H-pyrazol-4-yl)-1-oxo-2,7-naphthyridin-2(1H)-yl)methyl)-N-((1-methylpiperidin-4-yl)methyl)benzamide FC=1C=C(C(=O)NCC2CCN(CC2)C)C=C(C1)CN1C(C2=CN=C(C=C2C=C1)C=1C(=NNC1)C)=O